tert-butyl 4-[3-(diethoxyphosphoryl)propyl]piperidine-1-carboxylate C(C)OP(=O)(OCC)CCCC1CCN(CC1)C(=O)OC(C)(C)C